3-(4-amino-2-(pyridin-2-ylmethyl)-2H-[1,2,3]triazolo[4,5-C]pyridin-6-yl)benzonitrile NC1=NC(=CC=2C1=NN(N2)CC2=NC=CC=C2)C=2C=C(C#N)C=CC2